propan-2-yl (2Z)-5-(4-chlorophenyl)-2-(4-(2-(4-(dimethylamino)piperidin-1-yl)-2-oxoethoxy)benzylidene)-7-methyl-3-oxo-2,3-dihydro-5H-[1,3]thiazolo[3,2-a]pyrimidine-6-carboxylate ClC1=CC=C(C=C1)C1C(=C(N=C2N1C(/C(/S2)=C/C2=CC=C(C=C2)OCC(=O)N2CCC(CC2)N(C)C)=O)C)C(=O)OC(C)C